1-(4-amino-2-propyl-1H-imidazo[4,5-c]quinolin-1-yl)-2-methylpropan-2-ol NC1=NC=2C=CC=CC2C2=C1N=C(N2CC(C)(O)C)CCC